C1=CC=CC2=CC3=CC4=CC=CC=C4C=C3C=C12 Naphthacen